BrC1=CC=CC2=C1N(C(=N2)C)CC(CN(C(OC(C)(C)C)=O)C)O[Si](C)(C)C(C)(C)C tert-butyl N-[3-(7-bromo-2-methyl-benzimidazol-1-yl)-2-[tert-butyl(dimethyl)silyl]oxy-propyl]-N-methyl-carbamate